S(OC1=CC=C(C=C1)NC1=NC=CC=C1NS(=O)(=O)C1=CC=C(C=C1)OC)(=O)(=O)F 4-((3-((4-Methoxyphenyl)sulfonamido)pyridin-2-yl)amino)phenyl sulfurofluoridate